N-[4-(1-Imino-1-oxo-1,4-thiazinan-4-yl)phenyl]-4-(1H-indol-3-yl)-5-methyl-pyrimidin-2-amine N=S1(CCN(CC1)C1=CC=C(C=C1)NC1=NC=C(C(=N1)C1=CNC2=CC=CC=C12)C)=O